OC1C=NC2=CC=CC=C2C1=O 3-Hydroxy-4-oxoquinoline